Trifluoropyruvylfluorid FC(C(C(=O)F)=O)(F)F